1-((difluoromethyl)sulfonyl)-2,3-dihydro-1H-pyrrolo[3,2-c]pyridine-6-carboxylic acid FC(S(=O)(=O)N1CCC=2C=NC(=CC21)C(=O)O)F